ClC1=CC=C(CNC(NC2CC3(CC(C3)NC(C3=CN=CC=C3)=O)C2)=O)C=C1 N-(6-(3-(4-chlorobenzyl)ureido)spiro[3.3]heptan-2-yl)nicotinamide